tert-butyl ((2R)-1-(3-azabicyclo[3.2.0]heptan-3-yl)-1-oxopropan-2-yl)carbamate C12CN(CC2CC1)C([C@@H](C)NC(OC(C)(C)C)=O)=O